ClC1=NN(C=C1CC=1C(=NN(C1)C)C1=NC=C(C=C1)F)CC 2-(4-((3-chloro-1-ethyl-1H-pyrazol-4-yl)methyl)-1-methyl-1H-pyrazol-3-yl)-5-fluoropyridin